N1=C(C=CC=C1)C(=O)NN=C1CC=C(C(=O)NC2=CC=CC=C2)C=C1 4-(pyridylformylhydrazono)-N-phenyl-benzamide